C(#N)[C@H](CC=1C(NC2=CC=C(C=C2C1)C)=O)NC(=O)[C@@H]1[C@@H]2C([C@H]2CN1C([C@H](C(C)(C)C)NC(C(F)(F)F)=O)=O)(C)C (1S,2S,5S)-N-[(1S)-1-cyano-2-(6-methyl-2-oxo-1H-quinolin-3-yl)ethyl]-3-[(2S)-3,3-dimethyl-2-[(2,2,2-trifluoroacetyl)amino]butanoyl]-6,6-dimethyl-3-azabicyclo[3.1.0]hexane-2-carboxamide